C(=O)([O-])[C@H](O)[C@@H](O)C(=O)[O-].C(=O)(O)C[C@H](C[N+](C)(C)C)O.C(=O)(O)CC(C[N+](C)(C)C)O (R)-Bis[(3-carboxy-2-hydroxypropyl)TRIMETHYL-AMMONIUM] L-tartrate